NC1=CC=C(C=C1)C=CC(C(C=CC1=CC=C(C=C1)N)=O)=O 1,6-bis(4-aminophenyl)-1,5-hexadiene-3,4-dione